6-chloro-N-(5-chloro-3,6-difluoropyridin-2-yl)-1H-indole-3-sulfonamide ClC1=CC=C2C(=CNC2=C1)S(=O)(=O)NC1=NC(=C(C=C1F)Cl)F